C(CCC)C1=C(C(=C(C(=N1)O)S(=O)(=O)C1=CC=C(C=C1)C=1C(=CC=CC1)C(=O)N(C)C)O)N(CC)C1=CC(=CC(=C1)C)C 4'-((6-butyl-5-((3,5-dimethylphenyl)(ethyl)amino)-2,4-dihydroxypyridin-3-yl)sulfonyl)-N,N-dimethyl-[1,1'-biphenyl]-2-carboxamide